(3R,4S)-1-((benzyloxy)carbonyl)-4-ethylpyrrolidine-3-formic acid C(C1=CC=CC=C1)OC(=O)N1C[C@@H]([C@@H](C1)CC)C(=O)O